N-[2-(1-benzylpiperidin-4-yl)ethyl]-1-(5-cyanopyridin-2-yl)piperidine-4-carboxamide C(C1=CC=CC=C1)N1CCC(CC1)CCNC(=O)C1CCN(CC1)C1=NC=C(C=C1)C#N